N=1C=NN2C1C=C(C=C2)C2=CC=C(C=C2)CC(=O)NC2=CC=C(C=C2)[C@](C(F)(F)F)(C)O 2-[4-([1,2,4]Triazolo[1,5-a]pyridin-7-yl)phenyl]-N-[4-[(2S)-1,1,1-trifluoro-2-hydroxypropan-2-yl]phenyl]acetamide